NC1=C(C(=C(C=N1)C=1C=C(C=CC1)C(=O)N1CCCC1)CC)C1=CC=C(C=C1)O [3-[6-amino-4-ethyl-5-(4-hydroxyphenyl)-3-pyridyl]phenyl]-pyrrolidin-1-yl-methanone